Benzyl (1-hydroxy-7-(trifluoromethyl)-1,3-dihydrobenzo[c][1,2]oxaborole-6-carbonyl)-L-valinate OB1OCC2=C1C(=C(C=C2)C(=O)N[C@@H](C(C)C)C(=O)OCC2=CC=CC=C2)C(F)(F)F